BrC1=CC(=CC2=C1SC(=C2)C=2OC(=C(N2)C)C(=O)O)OC(C)C 2-(7-Bromo-5-isopropoxybenzo[b]thiophen-2-yl)-4-methyl-oxazole-5-carboxylic acid